tert-butyl ((2-oxo-3-(3-(trifluoromethoxy)benzyl)-1,2-dihydroquinolin-8-yl)methyl)carbamate O=C1NC2=C(C=CC=C2C=C1CC1=CC(=CC=C1)OC(F)(F)F)CNC(OC(C)(C)C)=O